dipropoxy(methyl)fluorosilane C(CC)O[Si](F)(C)OCCC